racemic-(1s,2r,3r,5r)-3-amino-2-fluoro-1,5-dimethyl-8-azabicyclo[3.2.1]octane-8-carboxylic acid tert-butyl ester C(C)(C)(C)OC(=O)N1[C@@]2([C@@H]([C@@H](C[C@]1(CC2)C)N)F)C |r|